COC1=C(OC2=C(C(=O)NC3=CC(=NC=C3)C(=O)N)C=C(C=C2)C(C(F)(F)F)(F)F)C=CC(=C1)OC(F)(F)F 4-[[2-[2-methoxy-4-(trifluoromethoxy)phenoxy]-5-(1,1,2,2,2-pentafluoroethyl)benzoyl]amino]pyridine-2-carboxamide